2-(trimethylsilyl)ethyl [3-(4-{rac-(1R,2R)-2-[(trifluoromethoxy)methyl]cyclopropyl}-1H-pyrazol-1-yl)bicyclo[1.1.1]pentan-1-yl]carbamate FC(OC[C@H]1[C@@H](C1)C=1C=NN(C1)C12CC(C1)(C2)NC(OCC[Si](C)(C)C)=O)(F)F |r|